(R)-4-(benzyloxy)-5-((S)-2,2-dimethyl-1,3-dioxolan-4-yl)-3-hydroxyfuran C(C1=CC=CC=C1)OC=1C(=COC1[C@H]1OC(OC1)(C)C)O